C(C)C1=NN(C2=C1C=NC(=C2)NC(C)=O)C2=NC(=CC(=C2)OC2CC(C2)OC)C2COCC2 N-(3-ethyl-1-(4-(3-methoxycyclobutoxy)-6-(tetrahydrofuran-3-yl)pyridin-2-yl)-1H-pyrazolo[4,3-c]pyridin-6-yl)acetamide